FC(OC1=CC2=C(C=CC=C2C=C1)B(O)O)(F)F 2-(TRIFLUOROMETHOXY)NAPHTHALENE-8-BORONIC ACID